(R)-3-(2-isopropylphenyl)-1-((8-methoxychroman-6-yl)methyl)piperazine C(C)(C)C1=C(C=CC=C1)[C@@H]1CN(CCN1)CC=1C=C2CCCOC2=C(C1)OC